2,3-bis(trifluoromethyl)-benzene-1,4-diamine FC(C1=C(C=CC(=C1C(F)(F)F)N)N)(F)F